N-((6R)-4-(7-(2-amino-7-fluorobenzo[d]thiazol-4-yl)-8-fluoro-6-methyl-2-((1-(morpholinomethyl)cyclopropyl)methoxy)quinazolin-4-yl)-1,4-oxazepan-6-yl)acrylamide NC=1SC2=C(N1)C(=CC=C2F)C2=C(C=C1C(=NC(=NC1=C2F)OCC2(CC2)CN2CCOCC2)N2CCOC[C@@H](C2)NC(C=C)=O)C